2-(2-isopropylphenyl)-5-methoxypyrimidin-4-amine C(C)(C)C1=C(C=CC=C1)C1=NC=C(C(=N1)N)OC